[(7-[[2-fluoro-4-(pyrazol-1-yl)phenyl]amino]-1,6-naphthyridin-2-yl)(piperidin-4-yl)carbamoyl]formic acid FC1=C(C=CC(=C1)N1N=CC=C1)NC1=NC=C2C=CC(=NC2=C1)N(C(=O)C(=O)O)C1CCNCC1